2,6-dihexylphenol C(CCCCC)C1=C(C(=CC=C1)CCCCCC)O